C(C1=CC=CC=C1)N1CC2(CO2)CC1 5-benzyl-1-oxa-5-azaspiro[2.4]Heptane